6-chloro-8-hydroxy-2-(piperidin-1-yl)-9H-chromeno[2,3-d]thiazol-9-one ClC=1C=C(C=2C(C3=C(N=C(S3)N3CCCCC3)OC2C1)=O)O